FC(F)(F)C1C(=C(C=CC1(N)N)C1=CC=CC=C1)C(F)(F)F Bis(trifluoromethyl)-4,4-diaminobiphenyl